2-[[4-[[3-(Methanesulfonamido)-7-morpholino-1,6-naphthyridin-5-yl]oxy]cyclohexyl]amino]-N,N-dimethyl-pyrimidine-5-carboxamide CS(=O)(=O)NC=1C=NC2=CC(=NC(=C2C1)OC1CCC(CC1)NC1=NC=C(C=N1)C(=O)N(C)C)N1CCOCC1